8-chlorooctanoic ACID ETHYL ESTER C(C)OC(CCCCCCCCl)=O